((2R,3S,4R,5R)-5-(4-Aminopyrrolo[2,1-f][1,2,4]triazin-7-yl)-5-cyano-3,4-dihydroxytetrahydrofuran-2-yl)butanoic acid methyl ester COC(C(CC)[C@H]1O[C@@]([C@@H]([C@@H]1O)O)(C#N)C1=CC=C2C(=NC=NN21)N)=O